CN1CN(C(=C1C)C)CCCCCCCC 1,4,5-trimethyl-3-octylimidazole